C1(CC1)OC1=C(C(=NC=C1)OC)C1=CNC2=NC(=CC=C21)NC(=O)[C@H]2[C@@H](C2)CN2CCN(CC2)CC trans-N-[3-(4-cyclopropoxy-2-methoxypyridin-3-yl)-1H-pyrrolo[2,3-b]pyridin-6-yl]-2-[(4-ethylpiperazin-1-yl)methyl]cyclopropane-1-carboxamide